isoleucyl-serine N[C@@H]([C@@H](C)CC)C(=O)N[C@@H](CO)C(=O)O